6-[4-[4-[5-acetyl-3-(6-cyano-3,4-dihydro-2H-quinolin-1-yl)-6,7-dihydro-4H-pyrazolo[4,3-c]pyridin-1-yl]-1-piperidyl]but-1-ynyl]pyridazine-3-carboxylic acid C(C)(=O)N1CC2=C(CC1)N(N=C2N2CCCC1=CC(=CC=C21)C#N)C2CCN(CC2)CCC#CC2=CC=C(N=N2)C(=O)O